3-carboxymethylbutane-1,2,4-tricarboxylic acid C(=O)(O)CC(C(CC(=O)O)C(=O)O)CC(=O)O